FC(C(=O)C1=C(C=CC=C1)C1=NC=C2N(C(N(C2=N1)CC1=CC=C(C=C1)C=1N(C=C(N1)C(F)(F)F)C)=N)C)(F)F 2,2,2-trifluoro-1-[2-[8-imino-7-methyl-9-[[4-[1-methyl-4-(trifluoromethyl)imidazol-2-yl]phenyl]methyl]purin-2-yl]phenyl]ethanone